2-(4-chloro-2-methylphenoxy)-N-[(2-methoxyphenyl)-methylideneamino]-acetamide ClC1=CC(=C(OCC(=O)NN=CC2=C(C=CC=C2)OC)C=C1)C